CN(C1=NC=CC=C1CNC1=NC(=NC=C1C(F)(F)F)OC1=CC=C(C(=O)N)C=C1)S(=O)(=O)C 4-({4-[({2-[methyl(methylsulfonyl)amino]pyridin-3-yl}methyl)amino]-5-(trifluoromethyl)pyrimidin-2-yl}oxy)benzamide